CC12CC3(CC(CC(C1)(C3)N=C=O)(C2)N=C=O)C 1,3-dimethyl-5,7-diisocyanatoadamantan